N-(6-bromo-3-isoquinolinyl)-2-(1-piperidinyl)acetamide BrC=1C=C2C=C(N=CC2=CC1)NC(CN1CCCCC1)=O